C1=NC=C(C2=CC=CC=C12)N1C(NC2=CC(=CC=C2C1=O)C1=C(C#N)C=CC(=C1)OC)=O 2-[3-(4-isoquinolyl)-2,4-dioxo-1H-quinazolin-7-yl]-4-methoxy-benzonitrile